1-(3-(trimethoxysilyl)propyl)3,5-di-2-propenyl-1,3,5-triazine CO[Si](CCCN1CN(CN(C1)CC=C)CC=C)(OC)OC